4-bromo-1,2-oxazole BrC=1C=NOC1